CS(=O)(=O)OC1CC(C1)NC(=O)C1=CC2=C(N3C(S2)=NC(=C3)C=3C=C(C=CC3)C)C=C1 3-(2-(m-tolyl)benzo[d]imidazo[2,1-b]thiazole-7-carboxamido)cyclobutyl methanesulfonate